C[Si]1(CCCC(CCC1)NC(=O)C1=CC2=C(N=C(S2)C2=CC=CC=C2)N1)C N-(1,1-dimethylsilocan-5-yl)-2-phenyl-4H-pyrrolo[2,3-d]thiazole-5-carboxamide